O=C1N(CCC(N1)=O)C=1C=C(C(=O)N2CCN(CC2)CCC(=O)O)C=CC1C 3-(4-(3-(2,4-dioxotetrahydropyrimidin-1(2H)-yl)-4-methyl-benzoyl)piperazin-1-yl)propanoic acid